BrC=1C(=C2CCC(NC2=CC1)=O)F 6-bromo-5-fluoro-3,4-dihydroquinolin-2(1H)-one